1-tert-butyloxycarbonyl-1,4,7-Triazacyclononane C(C)(C)(C)OC(=O)N1CCNCCNCC1